(S)-5-chloro-2-fluoro-4-((1-phenylethyl)amino)-N-(thiazol-4-yl)benzenesulfonamide ClC=1C(=CC(=C(C1)S(=O)(=O)NC=1N=CSC1)F)N[C@@H](C)C1=CC=CC=C1